4-nitro-2-amino(2,1)-benzisothiazole [N+](=O)([O-])C1=CC=CC=2C1=CS(N2)N